C1(CC1)C1=NNC(=N1)C1CC2(CN(C2)C(=O)N2CC3(C2)CC(C3)CC3=NN(N=C3)CC(F)(F)F)C1 [6-(3-cyclopropyl-1H-1,2,4-triazol-5-yl)-2-azaspiro[3.3]heptan-2-yl]-[6-[[2-(2,2,2-trifluoroethyl)triazol-4-yl]methyl]-2-azaspiro[3.3]heptan-2-yl]methanone